azobis(4-ethoxy-2,4-dimethylvaleronitrile) N(=NC(C#N)(CC(C)(OCC)C)C)C(C#N)(CC(C)(C)OCC)C